NCC=1C(=C(C=CC1)CC(=O)OCC)OCC1=COC2=C1C=C(C=C2)C2=CC(=CC=C2)CN ethyl 2-(3-(aminomethyl)-2-((5-(3-(aminomethyl)phenyl)benzofuran-3-yl)methoxy)phenyl)acetate